1,3-dichloro-1,1,3,3-tetraphenyldisilazane Cl[Si](N[Si](C1=CC=CC=C1)(C1=CC=CC=C1)Cl)(C1=CC=CC=C1)C1=CC=CC=C1